N-(2-chloropyridin-3-yl)-3-difluoromethoxy-4-methoxybenzamide ClC1=NC=CC=C1NC(C1=CC(=C(C=C1)OC)OC(F)F)=O